N1CC(C1)CN1CCN(CC1)C1=CC(=CC=C1)OC 4-(4-(azetidin-3-ylmethyl)piperazin-1-yl)-2-methoxybenzene